FC1=CC(=C2C=CN(C2=C1)S(=O)(=O)C1=CC=C(C=C1)C)CO [6-fluoro-1-(4-methylphenyl)sulfonyl-indol-4-yl]methanol